4-(dimethylamino)-N-(5-(3-(1-((5-ethylthiazol-2-yl)amino)-1-oxopropan-2-yl)phenyl)-3-methylpyridin-2-yl)but-2-enamide methyl-2-(3-formylphenoxy)-2-methylpropanoate COC(C(C)(C)OC1=CC(=CC=C1)C=O)=O.CN(CC=CC(=O)NC1=NC=C(C=C1C)C1=CC(=CC=C1)C(C(=O)NC=1SC(=CN1)CC)C)C